[C@H]12OC[C@H](N(C1)C[C@H](C1=NC=CC(=C1)NS(=O)(=O)C1CC1)NC(=O)C=1SC(=CN1)C1=NC(=CN=C1)OCC)C2 N-((R)-2-((1R,4R)-2-oxa-5-azabicyclo[2.2.1]heptan-5-yl)-1-(4-(cyclopropanesulfonamido)pyridin-2-yl)ethyl)-5-(6-ethoxypyrazin-2-yl)thiazole-2-carboxamide